5-(2-fluoro-6-hydroxy-3-(1-(pyridin-3-ylmethyl)-1H-imidazol-4-yl)phenyl)-1,2,5-thiadiazolidin-3-one 1,1-dioxide FC1=C(C(=CC=C1C=1N=CN(C1)CC=1C=NC=CC1)O)N1CC(NS1(=O)=O)=O